(2-methoxyl-5-trifluoromethylphenyl)(phenyl)methanone 2-oxo-4-azabicyclo[3.1.1]heptane-3,4-dicarboxylate O=C1C2CC(N(C1C(=O)O)C(=O)O)C2.O(C)C2=C(C=C(C=C2)C(F)(F)F)C(=O)C2=CC=CC=C2